10-(4-fluorophenyl)-3-(4,4,5,5-tetramethyl-1,3,2-dioxaborolan-2-yl)-10H-phenothiazine-5,5-dioxide FC1=CC=C(C=C1)N1C2=CC=CC=C2S(C=2C=C(C=CC12)B1OC(C(O1)(C)C)(C)C)(=O)=O